6-fluoro-5-nitro-1-tetrahydropyran-2-yl-indazole FC1=C(C=C2C=NN(C2=C1)C1OCCCC1)[N+](=O)[O-]